NC(CC(=O)O)C1=C(C=CC=C1)[N+](=O)[O-] 3-amino-3-(2-nitrophenyl)-propionic acid